(S)-4-(7-chloro-8-fluoro-2-(((R)-4-methylmorpholin-2-yl)methoxy)pyrido[4,3-d]pyrimidin-4-yl)-1,4-oxazepan-6-ol ClC1=C(C=2N=C(N=C(C2C=N1)N1CCOC[C@H](C1)O)OC[C@H]1CN(CCO1)C)F